4-Isopropyl-2-(3-isopropyl-2-(8-methoxy-[1,2,4]triazolo[1,5-a]pyridin-6-yl)-1H-indol-5-yl)morpholin C(C)(C)N1CC(OCC1)C=1C=C2C(=C(NC2=CC1)C=1C=C(C=2N(C1)N=CN2)OC)C(C)C